2,4,6-trifluorobenzene-1-sulfonyl chloride FC1=C(C(=CC(=C1)F)F)S(=O)(=O)Cl